(1aR,5aR)-2-(6-Chloro-pyridazin-3-yl)-1a,2,5,5a-tetrahydro-1H-2,3-diaza-cyclopropa[a]pentalene-4-carboxylic acid (2-hydroxy-1,1-dimethyl-ethyl)-amide OCC(C)(C)NC(=O)C=1C=2C[C@@H]3[C@H](C2N(N1)C=1N=NC(=CC1)Cl)C3